dithiobis(N-beta-hydroxyethylpiperazine) OCCN1C(CNCC1)SSC1N(CCNC1)CCO